5-chloro-2-(naphthalen-1-yl)-1-tosyl-1H-benzo[d]imidazole ClC1=CC2=C(N(C(=N2)C2=CC=CC3=CC=CC=C23)S(=O)(=O)C2=CC=C(C)C=C2)C=C1